4-[[4-[2-(2,6-dioxo-3-piperidinyl)-1,3-dioxo-isoindolin-5-yl]piperazin-1-yl]methyl]-4-fluoro-piperidine-1-carboxylic acid tert-butyl ester C(C)(C)(C)OC(=O)N1CCC(CC1)(F)CN1CCN(CC1)C=1C=C2C(N(C(C2=CC1)=O)C1C(NC(CC1)=O)=O)=O